FC=1C=C2C(C(N(C2=CC1)C1CCN(CC1)C1CCC(CC1)=C(C)C)=O)CC(=O)NOC 2-(5-fluoro-2-oxo-1-(1-(4-(propan-2-ylidene)cyclohexyl)piperidin-4-yl)indolin-3-yl)-N-methoxyacetamide